C(C)OC(=O)C=1C(=NNC1Br)N 3-Amino-5-bromo-1H-pyrazole-4-carboxylic acid ethyl ester